C(C)OC(=O)C1=CN(C2=NC=C3C(=C21)N(C=N3)C)CC3=CC=CC=C3.FC(O[Si](OC(F)(F)F)(OC(F)(F)F)C(C(C(C(C(C(C(C(C(C(F)(F)F)(F)F)(F)F)(F)F)(F)F)(F)F)(F)F)(F)F)(F)F)(F)F)(F)F Perfluorodecyl-trimethoxysilane ethyl-6-benzyl-1-methyl-1,6-dihydroimidazo[4,5-d]pyrrolo[2,3-b]pyridine-8-carboxylate